(2R,5S)-4-(1-(5-amino-4H-1,2,4-triazol-3-yl)piperidin-4-yl)-5-(4-chlorobenzyl)-N-(2,2-dimethylcyclopropyl)morpholine-2-carboxamide 2,2,2-trifluoroacetate FC(C(=O)O)(F)F.NC=1NC(=NN1)N1CCC(CC1)N1C[C@@H](OC[C@@H]1CC1=CC=C(C=C1)Cl)C(=O)NC1C(C1)(C)C